COC(=O)C1CCC(CC1)CCC(C)(C)N (1s,4s)-4-(3-amino-3-methylbutyl)cyclohexane-1-carboxylic acid methyl ester